tert-butyl (2-((4-((tert-butoxycarbonyl)amino)-4-methylpentyl)oxy)pyridin-4-yl)(1-(tert-butyl)-3-((1S,3R)-3-(((4-nitrophenoxy)carbonyl)oxy)cyclopentyl)-1H-pyrazol-5-yl)carbamate C(C)(C)(C)OC(=O)NC(CCCOC1=NC=CC(=C1)N(C(OC(C)(C)C)=O)C1=CC(=NN1C(C)(C)C)[C@@H]1C[C@@H](CC1)OC(=O)OC1=CC=C(C=C1)[N+](=O)[O-])(C)C